bisimidazopyridine N1=CN=C2C1=C1C(C=N2)=NC=N1